COC(=O)C=1C=C2C(N(C(C2=C(C1)NC(=O)OC)C1=C(C=CC=C1)C)CC1=CC=C(C=C1)OC)=O 2-(4-methoxybenzyl)-7-((methoxycarbonyl)amino)-3-oxo-1-(o-tolyl)isoindoline-5-carboxylic acid methyl ester